8-fluoro-N-(1-((1R,2S)-2-fluorocyclopropyl)-2-oxo-1,2-dihydropyridin-3-yl)-7-isopropoxy-2-((1R,4S)-1-methyl-2-oxabicyclo[2.2.1]heptan-4-yl)imidazo[1,2-a]pyridine-6-carboxamide FC=1C=2N(C=C(C1OC(C)C)C(=O)NC=1C(N(C=CC1)[C@H]1[C@H](C1)F)=O)C=C(N2)[C@]21CO[C@](CC2)(C1)C